5-(5-bromo-3,4-dihydroquinolin-1(2H)-yl)-6,8-difluoro-1-methyl-[1,2,4]triazolo[4,3-a]quinazoline BrC1=C2CCCN(C2=CC=C1)C1=NC=2N(C3=CC(=CC(=C13)F)F)C(=NN2)C